[Ag].[N+](=O)([O-])C1(C(C(=CC(=C1O)[N+](=O)[O-])[N+](=O)[O-])O)O 2,4,6-trinitrobenzenetriol silver salt